C(=O)(OCC1=CC=CC=C1)N[C@@H](CC1=CC=CC=C1)C=O Cbz-L-Phenylalaninal